tert-butyl 2-(2-(4-((5-isopropoxy-6-(1H-pyrazol-4-yl)-[1,2,4]triazolo[1,5-a]pyridin-2-yl) amino) piperidin-1-yl) ethyl)-7-azaspiro[3.5]nonane-7-carboxylate C(C)(C)OC1=C(C=CC=2N1N=C(N2)NC2CCN(CC2)CCC2CC1(C2)CCN(CC1)C(=O)OC(C)(C)C)C=1C=NNC1